N-(4-Amino-1H-pyrazolo[4,3-c]pyridin-7-yl)-2-oxo-2-[rel-(2R)-2-[3-(dimethylamino)phenyl]-1-piperidyl]acetamide NC1=NC=C(C2=C1C=NN2)NC(C(N2[C@H](CCCC2)C2=CC(=CC=C2)N(C)C)=O)=O |o1:14|